2,6-difluoro-N,N-diisopropyl-benzamidine FC1=C(C(=N)N(C(C)C)C(C)C)C(=CC=C1)F